C(CCCCCCCCCCCCCCCCCCCCCCCCC)(=O)OCCCCCCCCCCCCCCCCCCCCCCCCCCCCCC n-triacontyl hexacosanoate